COCC1=CC=C2C=CC(=CC2=C1NC(C=C)=O)C1=CC=CC(=N1)C(=O)NCCC1CCN(CC1)C 6-[7-(methoxymethyl)-8-(prop-2-enamido)naphthalen-2-yl]-N-[2-(1-methylpiperidin-4-yl)ethyl]pyridine-2-carboxamide